C1N(CC2C1CNC2)C(=O)O hexahydropyrrolo[3,4-c]Pyrrole-2(1H)-carboxylic acid